N1(C=NC=C1)CC1=CC(=C2CCN(C(C2=C1)=O)C1=NC(=NC2=C(C=C(C=C12)CC)OC)C)C=1C(=NN(C1)C)C(F)(F)F 7-((1H-Imidazol-1-yl)methyl)-2-(6-ethyl-8-methoxy-2-methylquinazolin-4-yl)-5-(1-methyl-3-(trifluoromethyl)-1H-pyrazol-4-yl)-3,4-dihydroisoquinolin-1(2H)-one